1-octylnonyl 8-[(2-hydroxyethyl)[8-(nonyloxy)-8-oxooctyl]amino]octanoate OCCN(CCCCCCCC(=O)OC(CCCCCCCC)CCCCCCCC)CCCCCCCC(=O)OCCCCCCCCC